IC=1C=NN(C1C1=C(C=CC=C1)C(F)(F)F)CC1=CC=C(C=C1)OC 4-iodo-1-(4-methoxybenzyl)-5-(2-(trifluoromethyl)phenyl)-1H-pyrazole